N-{[6-(([2-(oxan-2-yl)ethyl]amino)methyl)imidazo[1,2-a]pyridin-2-yl]methyl}-4-oxo-4H-pyrido[1,2-a]pyrimidine-2-carboxamide O1C(CCCC1)CCNCC=1C=CC=2N(C1)C=C(N2)CNC(=O)C=2N=C1N(C(C2)=O)C=CC=C1